C(C)(=O)C1=NN(C2=CC=C(C=C12)C=1C=NC(=NC1)N)CC(=O)N1[C@@H]2C[C@H]2C[C@H]1C(=O)NC1=NC(=CC(=C1)OC)Br |&1:25| (1R,3S,SR)-2-(2-(3-acetyl-5-(2-aminopyrimidin-5-yl)-1H-indazol-1-yl)acetyl)-N-(6-bromo-4-methoxypyridin-2-yl)-2-azabicyclo[3.1.0]hexane-3-carboxamide